O1C(=NC2=C1C=CC=C2)C=2C=C(C=CC2)NC(CC2=CC=C(C=C2)C(F)(F)F)=O N-(3-(benzo[d]oxazol-2-yl)phenyl)-2-(4-(trifluoromethyl)phenyl)acetamide